C(C)(C)(C)OC(=O)N1CCC=2C=C(C(=NC2C1)OCC1=CC=C(C=C1)Cl)I 3-iodo-2-((4-chlorobenzyl)oxy)-5,8-dihydro-1,7-naphthyridine-7(6H)-carboxylic acid tert-butyl ester